5-(methylthio)furan-2-carboxylic acid CSC1=CC=C(O1)C(=O)O